4-bromo-6,7,8,9-tetrahydro-3H-benzo[e]indazole BrC1=CC2=C(C=3C=NNC13)CCCC2